COC1CC(C1)C(=O)NC1=CC(=C(C=C1)OC1=CN=C(S1)N1CCOCC1)C 3-methoxy-N-(3-methyl-4-((2-morpholinothiazol-5-yl)oxy)phenyl)cyclobutane-1-carboxamide